Cl.Cl.CC=1C(=C(C(=O)N)C=CC1N1CCNCC1)C dimethyl-4-(1-piperazinyl)benzamide bis-hydrochloric acid salt